1-(aminomethyl)cyclopropanol NCC1(CC1)O